C(C)(C)(C)OC(=O)N1CC(NCC1)CNCC(C(=O)OCC)(C)C.BrC1=CC=C(CNC(CN2CCN(CC2)C)=O)C=C1 N-(4-bromobenzyl)-2-(4-methylpiperazin-1-yl)acetamide tert-Butyl-3-(((3-ethoxy-2,2-dimethyl-3-oxopropyl)amino)methyl)piperazine-1-carboxylate